C.[Br-].C1(=CC=CC=C1)[PH+](C1=CC=CC=C1)C1=CC=CC=C1 triphenylphosphonium bromide methane salt